CCCCCCCC=CC=CC(=O)O dodecadienoic acid